(3S,4R)-1-(3,4,5-trimethoxyphenyl)-4-(2-chloroethoxy-4-methoxyphenyl)-3-hydroxymethylazetidin-2-one COC=1C=C(C=C(C1OC)OC)N1C([C@@H]([C@@H]1C1=C(C=C(C=C1)OC)OCCCl)CO)=O